NCCCCCC(=O)NCC=1C=C2C3=C(C(N(C3CCC2)C2C(NC(CC2)=O)=O)=O)C1 6-Amino-N-((1-(2,6-dioxopiperidin-3-yl)-2-oxo-1,2,6,7,8,8a-hexahydrobenzo[cd]indol-4-yl)methyl)hexanamide